acetoxy-isobutyryl chloride C(C)(=O)OC(C(=O)Cl)(C)C